[H][H] dihydrogen